5-((3-(2-Chloropyrimidin-4-yl)-5-fluorophenyl)ethynyl)-1H-indazole ClC1=NC=CC(=N1)C=1C=C(C=C(C1)F)C#CC=1C=C2C=NNC2=CC1